2-(7-(4-fluoro-2-(2-methoxyethoxy)phenyl)-4-(1-isopropylpiperidin-4-yl)thieno[3,2-c]pyridin-6-yl)-4,5,6,7-tetrahydrothiazolo[5,4-c]pyridine FC1=CC(=C(C=C1)C=1C2=C(C(=NC1C=1SC=3CNCCC3N1)C1CCN(CC1)C(C)C)C=CS2)OCCOC